7-[(2-chloro-5-fluorophenyl)carbonyl]-6-fluoroquinoline-8-carbonitrile ClC1=C(C=C(C=C1)F)C(=O)C1=C(C=C2C=CC=NC2=C1C#N)F